C1(CC1)C(=O)NC=1C=C2C(=CN=C(C2=CN1)NC)C(=O)NC 6-cyclopropaneamido-N-methyl-1-(methylamino)-2,7-naphthyridine-4-carboxamide